3,4-dimethylpyridine-2,5-Diamine CC=1C(=NC=C(C1C)N)N